C1(CCC1)C=1C(=NN(C1NC(CC(C)(C)C)=O)C)CC1CC(C1)(F)F N-(4-cyclobutyl-3-((3,3-difluorocyclobutyl)methyl)-1-methyl-1H-pyrazol-5-yl)-3,3-dimethylbutyramide